COCN(CC1=CC=CC=C1)C[Si](C)(C)C N-benzyl-1-methoxy-N-((trimethylsilyl)methyl)methanamine